4-((5-fluoropyridin-2-yl)ethynyl)benzoic acid FC=1C=CC(=NC1)C#CC1=CC=C(C(=O)O)C=C1